ethoxyphenyl-(3-fluorophenyl)phosphine C(C)OP(C1=CC(=CC=C1)F)C1=CC=CC=C1